FC(C1=CC=C(C=C1)C1=NN(C2=NC=CC=C21)C=2C=C(C=CC2)C(C(=O)N)=C)(F)F (3-(3-(4-(trifluoromethyl)phenyl)-1H-pyrazolo[3,4-b]pyridin-1-yl)phenyl)acrylamide